O=C1N(C2=C(N1C(=O)OC(C)(C)C)C=CC=C2)CCC=CC=2C=CC=C1C=CC=NC21 Tert-butyl 2-oxo-3-(4-(quinolin-8-yl)but-3-en-1-yl)-2,3-dihydro-1H-benzo[d]imidazole-1-carboxylate